COCOC1=C(C(=CC(=C1)C(F)(F)F)C)C1=CC2=C(N=N1)C(=CN2C)C2CN(CCC2)C(=O)OC(C)(C)C tert-Butyl 3-{3-[2-(methoxymethoxy)-6-methyl-4-(trifluoromethyl)phenyl]-5-methyl-5H-pyrrolo[3,2-c]pyridazin-7-yl}piperidine-1-carboxylate